3-((3,5-Bis((E)-3,4-dimethoxybenzylidene)-4-oxocyclohexyl)carbamoyl)quinuclidin-1-ium COC=1C=C(\C=C\2/CC(C\C(\C2=O)=C/C2=CC(=C(C=C2)OC)OC)NC(=O)C2C[NH+]3CCC2CC3)C=CC1OC